C(=O)(O)C=1C=C(C=CC1O)C(C=1C=CC(=C(C(=O)O)C1)O)=C1C=C(C(C=C1)=O)C(=O)O 5-((3-carboxy-4-hydroxyphenyl)(3-carboxy-4-oxo-2,5-cyclohexadien-1-ylidene)methyl)-2-hydroxybenzoic acid